4-[3-[(4-chloro-1H-indazol-5-yl)amino]-4-methyl-pyrazol-1-yl]-2-methoxy-N-(4-methyloxazol-2-yl)benzamide ClC1=C2C=NNC2=CC=C1NC1=NN(C=C1C)C1=CC(=C(C(=O)NC=2OC=C(N2)C)C=C1)OC